C(C=C)N1C=NC2=C1C=CC=C2 allyl-1H-benzimidazole